CC1=NNC(=C1C=1C=C(C(=NC1)NC(=O)C=1C(=NOC1C)C1=CC=CC=C1)OC)C [5-(3,5-dimethyl-1H-pyrazol-4-yl)-3-methoxy-2-pyridinyl]-5-methyl-3-phenyl-isoxazole-4-carboxamide